Benzyl N-[(1R)-1-[(2S,5S,6R)-5-azido-6-[(1R,2R,3S,4R,6S)-4,6-diazido-2,3-dihydroxy-cyclohexoxy]tetrahydropyran-2-yl]ethyl]-N-benzyl-carbamate N(=[N+]=[N-])[C@H]1CC[C@H](O[C@@H]1O[C@H]1[C@@H]([C@H]([C@@H](C[C@@H]1N=[N+]=[N-])N=[N+]=[N-])O)O)[C@@H](C)N(C(OCC1=CC=CC=C1)=O)CC1=CC=CC=C1